ClC1=CC(=C(C=C1OCC1=CC=C(C=C1)F)N1C(C=2CCCCC2C1=O)=O)F 2-(4-chloro-2-fluoro-5-((4-fluorobenzyl)oxy)phenyl)-4,5,6,7-tetrahydro-1H-isoindole-1,3(2H)-dione